4-((2S)-3-(1-((Acetyl-L-cysteinyl)oxy)ethoxy)-2-((S)-4-methyl-2-(2-(o-tolyloxy)acetamido)pentanamido)-3-oxopropyl)phenyl 4-carbamoylpiperidine-1-carboxylate C(N)(=O)C1CCN(CC1)C(=O)OC1=CC=C(C=C1)C[C@@H](C(=O)OC(C)OC([C@@H](NC(C)=O)CS)=O)NC([C@H](CC(C)C)NC(COC1=C(C=CC=C1)C)=O)=O